ClC=1N=C(C2=C(N1)N=C(S2)N(C2CCN(CC2)C)C)N2CCOCC2 5-Chloro-N-methyl-N-(1-methylpiperidin-4-yl)-7-morpholinothiazolo[4,5-d]pyrimidin-2-amine